C1=C(C=CC2=CC=CC=C12)C=1C=NC=CC1C=CC(=O)N1CCOCC1 3-(3-(naphthalene-2-yl)pyridine-4-yl)acryloylmorpholine